5-(1H-imidazol-1-yl)-2-(5-((E)-((1S,5R)-1-methyl-8-azabicyclo[3.2.1]octan-3-ylidene)methyl)pyrazin-2-yl)phenol N1(C=NC=C1)C=1C=CC(=C(C1)O)C1=NC=C(N=C1)/C=C\1/C[C@@]2(CC[C@H](C1)N2)C